(R)-N-(2-bromo-6-chlorophenyl)-4-methoxy-2-((3-methyl-4-(pyrrolidin-3-yloxy)phenyl)amino)pyrimidine-5-carboxamide BrC1=C(C(=CC=C1)Cl)NC(=O)C=1C(=NC(=NC1)NC1=CC(=C(C=C1)O[C@H]1CNCC1)C)OC